tert-butyl 3-(methoxymethyl)-4-oxo-3-(trifluoromethyl)pyrrolidine-1-carboxylate COCC1(CN(CC1=O)C(=O)OC(C)(C)C)C(F)(F)F